4-amino-1-methyl-N-(6-oxo-2,5-dioxa-7-azaspiro[3.4]octan-7-yl)-N-((5-(trifluoromethyl)pyridin-2-yl)methyl)-1H-pyrazolo[4,3-c]quinoline-8-carboxamide NC1=NC=2C=CC(=CC2C2=C1C=NN2C)C(=O)N(CC2=NC=C(C=C2)C(F)(F)F)N2C(OC1(COC1)C2)=O